behenyl-amide C(CCCCCCCCCCCCCCCCCCCCC)[NH-]